CC1(CC2=C(SC(O2)=NC2=CC=CC=C2)C(C1)=O)C 6,6-dimethyl-2-(phenylimino)-6,7-dihydro-5H-benzo-[1,3]oxathiol-4-one